N-(2-chloro-4-(2-fluorophenyl)pyridin-3-yl)-2-isopropylpyrimidine-5-carboxamide ClC1=NC=CC(=C1NC(=O)C=1C=NC(=NC1)C(C)C)C1=C(C=CC=C1)F